dicyclohexyl-(2',4',6'-triisopropylbiphenyl-2-yl)phosphine C1(CCCCC1)P(C1=C(C=CC=C1)C1=C(C=C(C=C1C(C)C)C(C)C)C(C)C)C1CCCCC1